N-(5-(((2S,4R)-4-(furo[2,3-d]pyrimidin-4-yloxy)-2-methylpyrrolidin-1-yl)methyl)thiazol-2-yl)acetamide N1=CN=C(C2=C1OC=C2)O[C@@H]2C[C@@H](N(C2)CC2=CN=C(S2)NC(C)=O)C